N-(5-(4-((5-chloropyridin-3-yl)amino)quinazolin-6-yl)pyridin-3-yl)methanesulfonamide ClC=1C=C(C=NC1)NC1=NC=NC2=CC=C(C=C12)C=1C=C(C=NC1)NS(=O)(=O)C